[Si](C)(C)(C(C)(C)C)O[C@@H](C\C=C/CCC(=O)OC)C=1N=NN(C1\C=C\[C@@H]1OC(O[C@@H]1C\C=C/CC)(C)C)C Methyl (4Z,7S)-7-{[tert-butyl(dimethyl)silyl]oxy}-7-{5-[(E)-2-{(4S,5R)-2,2-dimethyl-5-[(2Z)-pent-2-en-1-yl]-1,3-dioxolan-4-yl}ethenyl]-1-methyl-1H-1,2,3-triazol-4-yl}hept-4-enoate